C1(=CC=CC=C1)[C@H](C)O (S)-1-phenylethan-1-ol